(R)-3-((7-chloro-1,8-naphthyridin-3-yl)amino)pyrrolidine-1-carboxylic acid tert-butyl ester C(C)(C)(C)OC(=O)N1C[C@@H](CC1)NC=1C=NC2=NC(=CC=C2C1)Cl